(S) or (R)-1-(2-methyl-2-(((6-(1-methyl-1H-pyrazol-4-yl)pyrazolo[1,5-a]pyrazin-4-yl)oxy)methyl)morpholino)prop-2-en-1-one C[C@@]1(OCCN(C1)C(C=C)=O)COC=1C=2N(C=C(N1)C=1C=NN(C1)C)N=CC2 |o1:1|